ClC=1C=C2C(=NC1C1=CC=C(C=C1)C1=C(C=C(C=C1)N1N=CN=C1)O)N=C(N2)SCC(=O)O 2-((6-chloro-5-(2'-hydroxy-4'-(1H-1,2,4-triazol-1-yl)-[1,1'-biphenyl]-4-yl)-1H-imidazo[4,5-b]pyridin-2-yl)thio)acetic acid